OC1=CC=C(C=C1)C1=CC(=C2C=CC3=C(C=C(C4=CC=C1C2=C34)C3=CC=C(C=C3)O)C3=CC=C(C=C3)O)C3=CC=C(C=C3)O 1,3,6,8-tetrakis(p-hydroxyphenyl)pyrene